CC1=CC=C(C=C1)NCC1=CC=CC=C1 N-(4-methylphenyl)-benzylamine